5-amino-3-(8-fluoro-4-methoxy-2-phenylquinolin-7-yl)-1-((1s,3s)-3-hydroxy-3-methylcyclobutyl)-1H-pyrazole-4-carboxamide NC1=C(C(=NN1C1CC(C1)(C)O)C1=CC=C2C(=CC(=NC2=C1F)C1=CC=CC=C1)OC)C(=O)N